tert-butyl-1-(2,5-dioxo-2,5-dihydro-1H-pyrrol-1-yl)-2-oxo-6,9,12,15,18,21,24,27-octaoxa-3-azatriacontan-30-oate C(C)(C)(C)OC(CCOCCOCCOCCOCCOCCOCCOCCOCCNC(CN1C(C=CC1=O)=O)=O)=O